((2R,3S,4R,5R)-5-(4-aminopyrrolo[2,1-f][1,2,4]triazin-7-yl)-5-cyano-3,4-dihydroxytetrahydrofuran-2-yl) methylcyclopentanecarboxylate CC1(CCCC1)C(=O)O[C@H]1O[C@@]([C@@H]([C@@H]1O)O)(C#N)C1=CC=C2C(=NC=NN21)N